C(C)(C)(C)OOC1(CCCCC1)OOC(C)(C)C 1,1-bis(t-butyldioxy)cyclohexane